C(C(=C)C)(=O)OC(CCCCCCCCCCCCC)=O tetradecanoyl methacrylate